2-(5-methylisoxazole-3-carboxamido)propionic acid methyl ester COC(C(C)NC(=O)C1=NOC(=C1)C)=O